3,3'-di-O-Methylquercetin COC1=C(OC=2C=C(C=C(C2C1=O)O)O)C1=CC(OC)=C(O)C=C1